(3s,5r)-3,5-dimethylpiperazine-1-carboxylic acid tert-butyl ester C(C)(C)(C)OC(=O)N1C[C@@H](N[C@@H](C1)C)C